N-(3,3-difluoro-1-methylcyclobutyl)-2-oxo-2-((4R,5R)-3,3,7,7-tetrafluoro-4-hydroxy-1-azaspiro[4.4]nonan-1-yl)acetamide FC1(CC(C1)(C)NC(C(N1CC([C@@H]([C@@]12CC(CC2)(F)F)O)(F)F)=O)=O)F